COC(CCC(=O)C=1SC=C(N1)C1=CNC2=CC=CC=C12)=O 4-(4-(1H-indol-3-yl)thiazol-2-yl)-4-oxobutanoic acid methyl ester